FC=1C=CC(=C(C1)CC(=O)O)NC(C1=CN=C(C(=C1)NC(=O)C1=NN(C2=CC=CC=C12)CC(F)(F)F)N1CCCCC1)=O 2-(5-fluoro-2-(6-(piperidin-1-yl)-5-(1-(2,2,2-trifluoroethyl)-1H-indazole-3-carboxamido)nicotinamido)phenyl)acetic acid